2-[1-[6-Methyl-4-oxo-2-(1H-pyrrolo[3,2-b]pyridin-6-yl)chromen-8-yl]ethylamino]benzoic acid CC=1C=C2C(C=C(OC2=C(C1)C(C)NC1=C(C(=O)O)C=CC=C1)C=1C=C2C(=NC1)C=CN2)=O